1-amino-1-oxobutan NC(CCC)=O